2-fluoroethoxy-1,3,2-dioxaborolan-2-amine FCCOC1OB(OC1)N